FC(C1C(C1)NC(=O)C1=CC2=C(C=N1)CNC2)(F)F N-(2-(trifluoromethyl)cyclopropyl)-2,3-dihydro-1H-pyrrolo[3,4-c]pyridine-6-carboxamide